O=C1N(CC[C@H]1OC[C@H](C)NC1=C(C(NN=C1)=O)C(F)(F)F)C1CCN(CC1)C1=NC=C(C=C1)S(F)(F)(F)(F)F 5-(((S)-1-(((R)-2-oxo-1-(1-(5-(pentafluoro-λ6-sulfanyl)pyridin-2-yl)piperidin-4-yl)pyrrolidin-3-yl)oxy)propane-2-yl)amino)-4-(trifluoromethyl)pyridazin-3(2H)-one